(E)-6-(4-isocyanophenyl)imidazo[2,1-b]thiazole-5-carbaldehyde O-(3,4-dichlorobenzyl) oxime ClC=1C=C(CO\N=C\C2=C(N=C3SC=CN32)C3=CC=C(C=C3)[N+]#[C-])C=CC1Cl